2-(8-(2,6-dimethylpyridin-4-yl)-5,5-dimethyl-1,3,4,5-tetrahydro-2H-benzo[c]azepin-2-yl)-N,N-dimethylacetamide CC1=NC(=CC(=C1)C=1C=CC2=C(CN(CCC2(C)C)CC(=O)N(C)C)C1)C